(5-(4-(trifluoromethyl)-phenoxy)-3,4-dihydro-isoquinolin-2(1H)-yl)(1-((trifluoromethyl)sulfonyl)azetidin-3-yl)meth-anone FC(C1=CC=C(OC2=C3CCN(CC3=CC=C2)C(=O)C2CN(C2)S(=O)(=O)C(F)(F)F)C=C1)(F)F